N,N-diphenyl-4-(5-(quinolin-4-yl)thiophen-2-yl)aniline C1(=CC=CC=C1)N(C1=CC=C(C=C1)C=1SC(=CC1)C1=CC=NC2=CC=CC=C12)C1=CC=CC=C1